N-(2,5-bis(piperidin-1-yl)thiazolo[4,5-b]pyridin-6-yl)-6-(1H-pyrazol-4-yl)pyridine-2-carboxamide sulfur [S].N1(CCCCC1)C=1SC=2C(=NC(=C(C2)NC(=O)C2=NC(=CC=C2)C=2C=NNC2)N2CCCCC2)N1